4-(4-(5-(((3R,5R)-5-((1H-1,2,4-Triazol-1-yl)Methyl)-5-(2,4-Difluorophenyl)TetraHydrofuran-3-yl)Methoxy)-6-Methylpyridin-2-yl)Piperazin-1-yl)-N-(4-Fluorophenyl)Benzamide N1(N=CN=C1)C[C@@]1(C[C@H](CO1)COC=1C=CC(=NC1C)N1CCN(CC1)C1=CC=C(C(=O)NC2=CC=C(C=C2)F)C=C1)C1=C(C=C(C=C1)F)F